5-[[5-chloro-2-(5-methylpyrazol-1-yl)pyrimidin-4-yl]amino]-3-(3-hydroxy-3-methyl-butyl)-1-methyl-benzimidazol-2-one ClC=1C(=NC(=NC1)N1N=CC=C1C)NC1=CC2=C(N(C(N2CCC(C)(C)O)=O)C)C=C1